CNC(=O)C=1N=NN(C1)CCCCC=1N=NC(=CC1)NC([C@@H](C)C1=CC=CC=C1)=O N-methyl-1-(4-{6-[(2S)-2-phenylpropanamido]pyridazin-3-yl}butyl)-1H-1,2,3-triazole-4-carboxamide